4-fluoro-N-(2-(4-isopropylpiperazin-1-yl)-5-(piperazine-1-carbonyl)phenyl)benzamide boron-iron [Fe].[B].FC1=CC=C(C(=O)NC2=C(C=CC(=C2)C(=O)N2CCNCC2)N2CCN(CC2)C(C)C)C=C1